COC1=CC=C(C=N1)CCN[C@H](C1=CC=CC=C1)[C@@H]1CNC2=C(O1)N=CC(=C2)C=2C=NN(C2)C 2-(6-methoxypyridin-3-yl)-N-((R)-((S)-7-(1-methyl-1H-pyrazol-4-yl)-2,3-dihydro-1H-pyrido[2,3-b][1,4]oxazin-3-yl)(phenyl)methyl)ethanamine